N=1C(=CN2C1C=CC=C2)N2C([C@H](N(CC2)C(C=C)=O)CC2=CC=C(C=C2)NC(C)=O)=O N-[4-[[(2R)-4-imidazo[1,2-a]pyridin-2-yl-3-oxo-1-prop-2-enoyl-piperazin-2-yl]methyl]phenyl]acetamide